C(C1=CC=CC=C1)OC1=NC(=CC=C1C1=NN(C2=CC(=CC=C12)N[C@H]1[C@@H](CN(CC1)C(=O)OC(C)(C)C)OC)C)OCC1=CC=CC=C1 tert-butyl (3R,4R)-4-((3-(2,6-bis(benzyloxy)pyridin-3-yl)-1-methyl-1H-indazol-6-yl) amino)-3-methoxypiperidine-1-carboxylate